FC(OC1=C(C=C(C=C1)S(NC)(=O)=O)C1=NN(C=C1NC(=O)C=1C=NN2C1N=CC=C2)C)F N-[3-[2-(difluoromethoxy)-5-(methylsulfamoyl)phenyl]-1-methyl-pyrazol-4-yl]pyrazolo[1,5-a]pyrimidine-3-carboxamide